ClC1=CC(=C(COC2=CC=CC(=N2)N2C[C@@H](N(CC2)CC2=NC3=C(N2CCOC)C=C(C=C3)C(=O)O)C)C=C1)F 2-{[(2S)-4-{6-[(4-chloro-2-fluorobenzyl)oxy]pyridin-2-yl}-2-methylpiperazin-1-yl]methyl}-1-(2-methoxyethyl)-1H-benzimidazole-6-carboxylic acid